6-bromo-5-methylimidazo[1,2-a]pyrimidine-2-carboxylic acid BrC=1C=NC=2N(C1C)C=C(N2)C(=O)O